(4-Ethoxy-4-oxobutyl)triphenylphosphonium bromide [Br-].C(C)OC(CCC[P+](C1=CC=CC=C1)(C1=CC=CC=C1)C1=CC=CC=C1)=O